FC1(CCCC1)CN1N=CC(=C1)C=1C=CC(=NC1)C#N 5-(1-((1-fluorocyclopentyl)methyl)-1H-pyrazol-4-yl)picolinonitrile